3,6-dichloro-2-(cyclobutoxy)pyridine ClC=1C(=NC(=CC1)Cl)OC1CCC1